N-(2,2-dimethoxyethyl)-5-iodopyridinecarboxamide COC(CNC(=O)C1=NC=C(C=C1)I)OC